C(C#CC)(=O)O butynic acid